3-[5-(trifluoromethyl)-1H-tetrazol-1-yl]methyl-1H-pyrazole-5-carboxamide FC(C1=NN=NN1CC1=NNC(=C1)C(=O)N)(F)F